3-(difluoromethylene)-1,2-difluoro-4-(fluoromethylene)cyclobut-1-ene FC(=C1C(=C(C1=CF)F)F)F